Allyl (1R,5S)-8-(7-(benzyloxy)-2'-(((S)-pyrrolidin-2-yl)methoxy)-3,4,5',8'-tetrahydro-2H,6'H-spiro[naphthalene-1,7'-quinazolin]-4'-yl)-3,8-diazabicyclo[3.2.1]octane-3-carboxylate C(C1=CC=CC=C1)OC1=CC=C2CCCC3(CCC=4C(=NC(=NC4C3)OC[C@H]3NCCC3)N3[C@H]4CN(C[C@@H]3CC4)C(=O)OCC=C)C2=C1